Guanidinium-HCl Cl.NC(=[NH2+])N